((1R,5R)-6-(7-(5-chloroisoquinolin-4-yl)-6,8-difluoro-2-((tetrahydro-1H-pyrrolizin-7a(5H)-yl)methoxy)quinazolin-4-yl)-2,6-diazabicyclo[3.2.0]hept-2-yl)-2-fluoroprop-2-en-1-one ClC1=C2C(=CN=CC2=CC=C1)C1=C(C=C2C(=NC(=NC2=C1F)OCC12CCCN2CCC1)N1[C@@H]2CCN([C@@H]2C1)C(C(=C)F)=O)F